N(N)CC1=CC=C(C(=O)N)C=C1 4-hydrazinomethylbenzamide